C(C)(C)C1=C(C=C(C=C1O)\C=C\C1=CN=CS1)O (E)-2-isopropyl-5-(2-(thiazole-5-yl)vinyl)benzene-1,3-diol